N1CCC(CC1)CCCCNC(C=CC=1C=NC=CC1)=O N-(4-(piperidin-4-yl)butyl)-3-(3-pyridinyl)acrylamide